1,1-dimethylallyl alcohol CC(C=C)(C)O